tert-Butyl 3-(3-(9-((2-((2S,3S)-1-methyl-5-oxo-2-(pyridin-3-yl)pyrrolidine-3-carboxamido) ethyl)carbamoyl)-3-azaspiro[5.5]undecan-3-yl)-3-oxopropoxy)propanoate CN1[C@@H]([C@H](CC1=O)C(=O)NCCNC(=O)C1CCC2(CCN(CC2)C(CCOCCC(=O)OC(C)(C)C)=O)CC1)C=1C=NC=CC1